(R)-N-(1-(3-(difluoromethyl)-2-fluorophenyl)ethyl)-6-methoxy-2-methyl-7-(tetrahydro-2H-pyran-4-yl)quinazolin-4-amine FC(C=1C(=C(C=CC1)[C@@H](C)NC1=NC(=NC2=CC(=C(C=C12)OC)C1CCOCC1)C)F)F